2',4'-dihydroxy-6'-methoxy-3',5'-dimethylchalcone OC1=C(C(/C=C/C2=CC=CC=C2)=O)C(=C(C(=C1C)O)C)OC